1-(2-((2-chlorobenzyl)sulfonyl)-2-azaspiro[3.3]heptan-6-yl)-3-(4-methoxybenzyl)urea ClC1=C(CS(=O)(=O)N2CC3(C2)CC(C3)NC(=O)NCC3=CC=C(C=C3)OC)C=CC=C1